C(=C/CCCC)/CC(C(=O)O)C.CN1CCN(CC1)C Dimethyl-piperazine CIS-3-HEXENYL-ISOBUTYRATE